C(CCCCC)(=O)OC\C=C\CCC trans-2-hexenyl caproate